N-(8-fluoro-2-methyl-imidazo[1,2-a]pyridin-6-yl)-7-morpholin-2-yl-1H-benzimidazole-4-carboxamide FC=1C=2N(C=C(C1)NC(=O)C1=CC=C(C=3NC=NC31)C3CNCCO3)C=C(N2)C